C1(=CC=C(C=C1)C=1C=CC2=C(C1)C=1N=CN=C(C1O2)C2=CC(=CC=C2)N2C1=CC=CC=C1C=1C=CC(=CC21)C=2C=CC=1N(C3=CC=CC=C3C1C2)C2=CC=CC=C2)C2=CC=CC=C2 8-(1,1'-biphenyl-4-yl)-4-{3-[2-(N-phenyl-9H-carbazole-3-yl)-9H-carbazol-9-yl]phenyl}benzofuro[3,2-d]pyrimidine